2,4-dichlorophenoxyethanol C1=CC(=C(C=C1Cl)Cl)OCCO